6-methyl-5,8-dioxo-5,6,7,8-tetrahydrobenzo[b][1,4]dioxine-6-sulfonic acid CC1(C(C2=C(OC=CO2)C(C1)=O)=O)S(=O)(=O)O